OCCN(C=1N=C(C2=C(N1)C(=NC(=N2)N(CCOC)CCOC)N2CCC(CC2)C(=O)OCC)N2CCC(CC2)C(=O)OCC)CCO diethyl 1,1'-(2-(bis(2-hydroxyethyl)amino)-6-(bis(2-methoxyethyl)amino)pyrimido[5,4-d]pyrimidine-4,8-diyl)bis(piperidine-4-carboxylate)